C1(CC1)C1=NC=NC(=C1C=1N=CC=2OCCN(C2N1)CC1=CC=C(C=C1)F)OC 2-(4-Cyclopropyl-6-methoxypyrimidin-5-yl)-8-(4-fluorobenzyl)-7,8-dihydro-6H-pyrimido[5,4-b][1,4]oxazine